FC1=CC=C(C=C1)C#CC 3-(4-fluorophenyl)-2-propyne